ethan-1-ol C(C)O